CC1=CC=C(C=C1)S(=O)(=O)N2CCC[C@H]2C(=O)O N-toluenesulfonyl-L-proline